methylenebis(6-methyl-2-ethylaniline) C(NC1=C(C=CC=C1C)CC)NC1=C(C=CC=C1C)CC